C(C)(C)N(C(C)C)CC1=C(C=CC=C1)B(O)O 2-((DIISOPROPYLAMINO)METHYL)PHENYLBORONIC ACID